4,5-diiodo-2H-1,2,3-triazole IC1=NNN=C1I